(R)-methyl 2-(3-(5-(4-(3-(1-methyl-4-(5-(pyridin-4-yl)-4H-1,2,4-triazol-3-yl)piperidin-4-ylamino)benzamido)chroman-6-yloxy)pentyloxy)propoxy)acetate CN1CCC(CC1)(C1=NN=C(N1)C1=CC=NC=C1)NC=1C=C(C(=O)N[C@@H]2CCOC3=CC=C(C=C23)OCCCCCOCCCOCC(=O)OC)C=CC1